2-(4-phenoxyphenyl)-7-(pyridin-3-yl)-4,5,6,7-tetrahydropyrazolo[1,5-a]pyrimidine-3-carboxamide O(C1=CC=CC=C1)C1=CC=C(C=C1)C1=NN2C(NCCC2C=2C=NC=CC2)=C1C(=O)N